N-[1-(4-cyanophenyl)-5-oxopyrrolidin-3-yl]-2-(2,5-dichlorophenyl)acetamide C(#N)C1=CC=C(C=C1)N1CC(CC1=O)NC(CC1=C(C=CC(=C1)Cl)Cl)=O